4-(1-cyclopropyl-1H-pyrazolo[4,3-b]pyridin-6-yl)-5-fluoro-N-(4-(4-isopropylpiperazin-1-yl)phenyl)pyrimidin-2-amine C1(CC1)N1N=CC2=NC=C(C=C21)C2=NC(=NC=C2F)NC2=CC=C(C=C2)N2CCN(CC2)C(C)C